amino-N-ethyl-5-fluorobenzamide NC1=C(C(=O)NCC)C=C(C=C1)F